3-((R)-3-acetamidopiperidin-1-yl)-5-((4-(1-((1-(2-(2,6-dioxopiperidin-3-yl)-1,3-dioxoisoindolin-5-yl)piperidin-4-yl)methyl)piperidin-4-yl)phenyl)amino)-1,2,4-triazine-6-carboxamide C(C)(=O)N[C@H]1CN(CCC1)C=1N=NC(=C(N1)NC1=CC=C(C=C1)C1CCN(CC1)CC1CCN(CC1)C=1C=C2C(N(C(C2=CC1)=O)C1C(NC(CC1)=O)=O)=O)C(=O)N